2-[6-[rac-(3aS,6aS)-3,3a,4,5,6,6a-hexahydro-2H-pyrrolo[3,4-b]pyrrol-1-yl]pyridazin-3-yl]-3-methyl-5-(trifluoromethyl)phenol N1([C@H]2[C@@H](CC1)CNC2)C2=CC=C(N=N2)C2=C(C=C(C=C2C)C(F)(F)F)O |r|